C(C1=CC=CC=C1)N(C(OC(C)(C)C)=O)C1CS(CC(C1)NCC1=CC=CC=C1)(=O)=O tert-butyl benzyl(5-(benzylamino)-1,1-dioxidotetrahydro-2H-thiopyran-3-yl)carbamate